BrC=1C=C(C=C2C(C=C(OC12)N1CCC2(CCN(C2=O)C)CC1)=O)C 8-(8-bromo-6-methyl-4-oxo-chromen-2-yl)-2-methyl-2,8-diazaspiro[4.5]Decan-1-one